(S)-1-((2R,3S,4S,5R)-5-(2-acetamido-6,8-dioxo-7-(prop-2-yn-1-yl)-1,6,7,8-tetrahydro-9H-purin-9-yl)-4-acetoxy-3-fluorotetrahydrofuran-2-yl)propyl acetate C(C)(=O)O[C@@H](CC)[C@H]1O[C@H]([C@@H]([C@H]1F)OC(C)=O)N1C=2N=C(NC(C2N(C1=O)CC#C)=O)NC(C)=O